6-(pyrrolidin-1-yl)-9H-purine N1(CCCC1)C1=C2N=CNC2=NC=N1